BrC=1C(=NC(=NC1)NC1=C(C=C(C(=C1)C)C=1CCNCC1)OC)NC=1C(=C2N=CC=NC2=CC1)NS(=O)(=O)C N-(6-((5-bromo-2-((2-methoxy-5-methyl-4-(1,2,3,6-tetrahydropyridin-4-yl)phenyl)amino)pyrimidin-4-yl)amino)quinoxalin-5-yl)methanesulfonamide